3-[4-({bis[(1-tert-butyl-1H-1,2,3-triazol-4-yl)methyl]amino}methyl)-1H-1,2,3-triazol-1-yl]propanol C(C)(C)(C)N1N=NC(=C1)CN(CC=1N=NN(C1)C(C)(C)C)CC=1N=NN(C1)CCCO